N1(CCOCC1)CCCNC=O Formic acid (3-morpholin-4-ylpropyl) amide